C1(CCC1)CP(=O)(C)C=1C=C(C(=O)O)C=CC1 3-((cyclobutylmethyl)(methyl)phosphoryl)benzoic acid